(2-(4-(10H-phenothiazin-10-yl)phenyl)-1-cyanovinyl)phosphonic acid C1=CC=CC=2SC3=CC=CC=C3N(C12)C1=CC=C(C=C1)C=C(C#N)P(O)(O)=O